COC=1C=C(C=CC1)C1=CC=C(O1)C=1NC=2C(=C3C=CC=NC3=C3N=CC=CC23)N1 2-(5-(3-methoxyphenyl)furan-2-yl)-1H-imidazo[4,5-f][1,10]phenanthroline